N-((1s,2r)-2-phenylcycloheptyl)-4-(trifluoromethoxy)benzenesulfonamide C1(=CC=CC=C1)[C@@H]1[C@H](CCCCC1)NS(=O)(=O)C1=CC=C(C=C1)OC(F)(F)F